(R)-1-(4-(2-((2-(3-Fluorophenyl)-2-hydroxyethyl)amino)-2-methyl-propyl)piperidin-1-yl)ethan-1-one hydrochloride Cl.FC=1C=C(C=CC1)[C@H](CNC(CC1CCN(CC1)C(C)=O)(C)C)O